N1CCCC12CCNCC2 1,8-diazaspiro[4.5]decan